azobenzene-4,4'-dicarboxylic acid dimethyl ester COC(=O)C1=CC=C(C=C1)N=NC2=CC=C(C=C2)C(=O)OC